1-glycidoxypropyl-methyl-diethoxysilane tert-butyl-5-chloro-2-(4-ethoxyphenyl)thiazole-4-carboxylate C(C)(C)(C)OC(=O)C=1N=C(SC1Cl)C1=CC=C(C=C1)OCC.C(C1CO1)OC(CC)[Si](OCC)(OCC)C